BrC=1C=C2C(=NC=NC2=C(C1)OC(F)F)NC(C)C=1N(N=CN1)C1=NC=CC=N1 6-bromo-8-(difluoromethoxy)-N-[1-(2-pyrimidin-2-yl-1,2,4-triazol-3-yl)ethyl]quinazolin-4-amine